CN(CCNC1=C(C=O)C=CC=N1)C ((2-(dimethylamino)ethyl)amino)nicotinaldehyde